OC[C@H]1O[C@@]2([C@@H](CCO2)N2N=NC(=C2)C2=CC=CC=C2)[C@@H]([C@H]([C@H]1O)N1N=NC(=C1)C1=CC(=C(C(=C1)F)F)F)O (4R,5S,7R,8R,9S,10R)-7-(hydroxymethyl)-4-(4-phenyl-1H-1,2,3-triazol-1-yl)-9-(4-(3,4,5-trifluorophenyl)-1H-1,2,3-triazol-1-yl)-1,6-dioxaspiro[4.5]decane-8,10-diol